cis-ethyl 5-((3-(3-((4-fluoro-1,1-dioxido-2,3-dihydrobenzo[d]isothiazol-5-yl)amino)-1H-pyrazol-5-yl)cyclopentyl)oxy)-1H-pyrazole-4-carboxylate FC1=C(C=CC2=C1CNS2(=O)=O)NC2=NNC(=C2)[C@H]2C[C@H](CC2)OC2=C(C=NN2)C(=O)OCC